1-(11Z-eicosenoyl)-2-(4Z,7Z,10Z,13Z,16Z,19Z-docosahexaenoyl)-glycero-3-phosphoserine CCCCCCCC/C=C\CCCCCCCCCC(=O)OC[C@H](COP(=O)(O)OC[C@@H](C(=O)O)N)OC(=O)CC/C=C\C/C=C\C/C=C\C/C=C\C/C=C\C/C=C\CC